(S)-4-((1-Benzylpyrrolidin-3-yl)(methyl)amino)-2-fluoro-N-(4-methoxybenzyl)-5-methyl-N-(thiazol-4-yl)benzenesulfonamide C(C1=CC=CC=C1)N1C[C@H](CC1)N(C1=CC(=C(C=C1C)S(=O)(=O)N(C=1N=CSC1)CC1=CC=C(C=C1)OC)F)C